tert-butyl N-[(tert-butoxy)carbonyl]-N-[(2,3-diaminophenyl)methyl]carbamate C(C)(C)(C)OC(=O)N(C(OC(C)(C)C)=O)CC1=C(C(=CC=C1)N)N